tertbutyl (chloromethyl) succinate C(CCC(=O)OCCl)(=O)OC(C)(C)C